COC(C1=CC(=C(C=C1)C1=CSC=C1)F)=O 3-fluoro-4-(thiophen-3-yl)benzoic acid methyl ester